FC=1C(=C(C=C(C1)C1=NOC(=N1)[C@H]1[C@@H](C1)F)NC(=O)C1=CN=C2N1C=CC(=C2)N2CCN(CC2)C(=O)OC(C)(C)C)C tert-butyl 4-(3-((3-fluoro-5-(5-((1S,2R)-2-fluorocyclopropyl)-1,2,4-oxadiazol-3-yl)-2-methylphenyl)carbamoyl)imidazo[1,2-a]pyridin-7-yl)piperazine-1-carboxylate